(2S,4R)-1-(t-butyldimethylsilyloxy)-4-(t-butyldimethylsilyloxy)-2-methylpyrrolidine-2-carboxylic acid [Si](C)(C)(C(C)(C)C)ON1[C@@](C[C@H](C1)O[Si](C)(C)C(C)(C)C)(C(=O)O)C